4-amino-2,3,5,6-tetrafluorobenzenemethanesulfonic acid NC1=C(C(=C(C(=C1F)F)CS(=O)(=O)O)F)F